tert-Butyl 3-(6-(((tert-butyldimethylsilyl)oxy)methyl)-5-methylpyridin-2-yl)-2,2-dimethyl-3-(8-methyl-3-(trifluoromethyl)-[1,2,4]triazolo[4,3-a]pyridin-7-yl)propanoate [Si](C)(C)(C(C)(C)C)OCC1=C(C=CC(=N1)C(C(C(=O)OC(C)(C)C)(C)C)C1=C(C=2N(C=C1)C(=NN2)C(F)(F)F)C)C